C(C1=CC=CC=C1)OCCO (benzyloxymethyl)-methanol